C(C1=CC=CC=C1)OC=1C=C2C(=C(N(C2=CC1)CC1=CC=C(CCNC2CC2)C=C1)C1=CC=C(C=C1)OC)C N-(4-((5-(benzyloxy)-2-(4-methoxyphenyl)-3-methyl-1H-indol-1-yl)methyl)phenethyl)cyclopropylamine